NC1=CC=CC(=N1)S(=O)(=O)NC(=O)C=1C(=NC(=CC1)C(C)(C)C)OC(CC)C1=CC=CC=C1 N-[(6-Amino-2-pyridyl)sulfonyl]-6-tert-butyl-2-(1-phenylpropoxy)pyridin-3-carboxamid